C1(=CC=CC=C1)C1=NC2=CC(=CC(=C2C(C1OCC1=CC=CC=C1)=O)OCC1=CC=CC=C1)OCC1=CC=CC=C1 2-phenyl-3,5,7-tribenzyloxyquinolin-4-one